7-((1-(3-fluoro-5-methylphenyl)-2-hydroxyethyl)amino)-3,4-dihydroisoquinolin-1(2H)-one FC=1C=C(C=C(C1)C)C(CO)NC1=CC=C2CCNC(C2=C1)=O